COC1=C(OC2CC(C2)N(C)C)C=CC(=C1)[N+](=O)[O-] (1s,3s)-3-(2-methoxy-4-nitrophenoxy)-N,N-dimethylcyclobutanamine